p-anisil C1(=CC=C(OC)C=C1)C(=O)C(=O)C1=CC=C(OC)C=C1